tetraglycidyl-1,4-bis(4-aminophenoxy)benzene (R,E)-(3-(2-(thiophen-2-yl)vinyl)-1H-pyrazol-1-yl)methyl-2-((tert-butoxycarbonyl)amino)-3-methylbutanoate S1C(=CC=C1)/C=C/C1=NN(C=C1)COC([C@@H](C(C)C)NC(=O)OC(C)(C)C)=O.C(C1CO1)C1=C(C(=C(C(=C1OC1=CC=C(C=C1)N)CC1CO1)CC1CO1)OC1=CC=C(C=C1)N)CC1CO1